5,7-dichloro-3-(2,3-dichlorophenyl)-1,6-naphthyridine ClC1=C2C=C(C=NC2=CC(=N1)Cl)C1=C(C(=CC=C1)Cl)Cl